4-(3-hydroxyl-2-(pyridin-2-yl)-4,5,6,7-tetrahydro-2H-indazol-5-yl)-N-phenylpiperazine OC=1N(N=C2CCC(CC12)N1CCN(CC1)C1=CC=CC=C1)C1=NC=CC=C1